3-(1-ethylbutyl)tetrahydrofuran C(C)C(CCC)C1COCC1